NC1=NC=2C(=CC=CC2C=2N1N=C(N2)[C@@H]2C[C@H](C2)C2=CC=C(C=N2)C2(CC(C2)(F)F)O)OC 1-{6-[trans-3-(5-amino-7-methoxy[1,2,4]triazolo[1,5-c]quinazolin-2-yl)cyclobutyl]pyridin-3-yl}-3,3-difluorocyclobutan-1-ol